BrC=1C=C(C(=NC1)OCC1CN(CCC1)C)[N+](=O)[O-] 5-Bromo-2-((1-methylpiperidin-3-yl)methoxy)-3-nitropyridine